α-rhamnosyl-(1→6)glucose Tri(4-methyl-1-pentyl)citrat CC(CCCC(C(C(C(=O)O)(CCCC(C)C)CCCC(C)C)(O)C(=O)O)C(=O)O)C.[C@@H]1([C@H](O)[C@H](O)[C@@H](O)[C@@H](O1)C)OC[C@H]([C@H]([C@@H]([C@H](C=O)O)O)O)O